ClC1=CC=C(S1)C(=O)NC1=CC(=CC=C1)S(NC1=CC=C(C=C1)OC)(=O)=O 5-chloro-N-(3-(N-(4-methoxyphenyl)sulfamoyl)phenyl)thiophene-2-carboxamide